OC[C@H]1N(C=CNC1=O)C(=O)OCC1=CC=CC=C1 (R)-benzyl 2-(hydroxymethyl)-3-oxo-3,4-dihydropyrazine-1(2H)-carboxylate